N[C@H]1CN(CC=2C=C(C=NC12)C(F)(F)F)C(=O)OCC1=CC=CC=C1 (S)-benzyl 8-amino-3-(trifluoromethyl)-7,8-dihydro-1,6-naphthyridine-6(5H)-carboxylate